(S)-N-((3-chloro-5-(4-methylpiperazin-1-yl)pyridin-2-yl)methyl)-4-(5-(5-fluoro-2-methoxypyridin-4-yl)-1H-pyrazole-3-carbonyl)-4-azaspiro[2.5]octane-7-carboxamide ClC=1C(=NC=C(C1)N1CCN(CC1)C)CNC(=O)[C@H]1CCN(C2(CC2)C1)C(=O)C1=NNC(=C1)C1=CC(=NC=C1F)OC